9,9''-(5-(4,6-diphenyl-1,3,5-triazin-2-yl)-1,3-phenylene)bis(9'-phenyl-9H,9'H-3,4'-bicarbazole) C1(=CC=CC=C1)C1=NC(=NC(=N1)C1=CC=CC=C1)C=1C=C(C=C(C1)N1C2=CC=CC=C2C=2C=C(C=CC12)C1=CC=CC=2N(C3=CC=CC=C3C12)C1=CC=CC=C1)N1C2=CC=CC=C2C=2C=C(C=CC12)C1=CC=CC=2N(C3=CC=CC=C3C12)C1=CC=CC=C1